tertbutyl 5-((3,4-dichlorophenyl)carbamoyl)-3,3-difluoropiperidine-1-carboxylate ClC=1C=C(C=CC1Cl)NC(=O)C1CC(CN(C1)C(=O)OC(C)(C)C)(F)F